ClC1=CC=C(C=N1)OC1CN(C1)C=1C(=C(C(=O)OC)C=CC1)N1C=CC=C1 Methyl 3-(3-((6-chloropyridin-3-yl)oxy)azetidin-1-yl)-2-(1H-pyrrol-1-yl)benzoate